2-[5-ethylsulfanyl-6-[1-methyl-6-oxo-5-(2,2,3,3,3-pentafluoropropoxy)pyrimidin-2-yl]-3-pyridyl]acetonitrile C(C)SC=1C=C(C=NC1C=1N(C(C(=CN1)OCC(C(F)(F)F)(F)F)=O)C)CC#N